3-[4-[1-[2-[1-[2-chloro-6-methoxy-4-(2-methyl-1-oxo-2,7-naphthyridin-4-yl)benzoyl]-4-piperidyl]acetyl]-4-piperidyl]anilino]piperidine-2,6-dione ClC1=C(C(=O)N2CCC(CC2)CC(=O)N2CCC(CC2)C2=CC=C(NC3C(NC(CC3)=O)=O)C=C2)C(=CC(=C1)C1=CN(C(C2=CN=CC=C12)=O)C)OC